tert-Butyl (1-((3-(2-hydroxypropyl)phenyl)sulfonyl)piperidin-4-yl)carbamate OC(CC=1C=C(C=CC1)S(=O)(=O)N1CCC(CC1)NC(OC(C)(C)C)=O)C